1-(4-Chloropyridin-2-yl)ethan-1-one Benzyl-4-((tert-butoxycarbonyl)amino)-3-hydroxypiperidine-1-carboxylate C(C1=CC=CC=C1)OC(=O)N1CC(C(CC1)NC(=O)OC(C)(C)C)O.ClC1=CC(=NC=C1)C(C)=O